ClC1=CC2=C(N=C(O2)C)C=C1CN1OC(C(C1=O)(C)C)O 2-[(6-chloro-2-methyl-1,3-benzoxazol-5-yl)methyl]-5-hydroxy-4,4-dimethyl-isoxazolidin-3-one